5-methoxy-2-guanidinobenzimidazole COC1=CC2=C(N=C(N2)NC(=N)N)C=C1